1-ethylimidazolium gallate C(C1=CC(O)=C(O)C(O)=C1)(=O)[O-].C(C)N1C=[NH+]C=C1